OC1=C2CCN(C2=CC=C1)C(CNC1=C(C=CC(=C1)C1=NC(=NO1)C)C)=O 1-(4-hydroxyindolin-1-yl)-2-((2-methyl-5-(3-methyl-1,2,4-oxadiazol-5-yl)phenyl)amino)ethan-1-one